ClC=1C=C(C=2N(N1)C(=NN2)C(C)C)NC2=NC=CC(=C2)OC 6-chloro-3-isopropyl-N-(4-methoxypyridin-2-yl)-[1,2,4]triazolo[4,3-b]pyridazin-8-amine